2-(2-Cyclobutylpyridin-3-yl)-2-((R)-3-(4-(5,6,7,8-tetrahydro-1,8-naphthyridin-2-yl)butoxy)pyrrolidin-1-yl)acetic acid C1(CCC1)C1=NC=CC=C1C(C(=O)O)N1C[C@@H](CC1)OCCCCC1=NC=2NCCCC2C=C1